CC1(CO1)CC 2,3-dimethyl propylene oxide